Cl.FC=1C(=C(C=CC1F)[C@H]1[C@@H](O[C@]([C@H]1C)(C(F)(F)F)C)C(=O)NC=1C=C2CN(C(C2=CC1)=O)C=1C=NNC1)OC (2R,3S,4S,5R)-3-(3,4-difluoro-2-methoxyphenyl)-4,5-dimethyl-N-(1-oxo-2-(1H-pyrazol-4-yl)isoindolin-5-yl)-5-(trifluoromethyl)tetrahydrofuran-2-carboxamide hydrochloride